C1(=CC=CC=C1)C(C)N1C=C(C2=NC=CC=C21)C=2C(=NN(C2C)C)C 1-(1-phenylethyl)-3-(1,3,5-trimethylpyrazol-4-yl)pyrrolo[3,2-b]pyridin